ClC1=C(C(=CC(=C1)Cl)Cl)I 2,4,6-trichloro-1-iodobenzene